(S)-2-(2,3-dihydrobenzo[b][1,4]dioxin-2-yl-5,6,7,8-d4)-4,5-dihydro-1H-imidazole O1C2=C(OC[C@@H]1C=1NCCN1)C(=C(C(=C2[2H])[2H])[2H])[2H]